CC(C)C/C(=N\\O)/C(=O)O The molecule is a monocarboxylic acid that is 4-methylpentanoic acid in which both methylene hydrogens at positions 2 have been replaced by a hydroxyimino (the E-geoisomer). It is a ketoxime and a monocarboxylic acid. It derives from an isocaproic acid.